O=C1N(C(C=C1)=O)CCC(NCCOCCOCCOCCOCCOCCOCCOCCOCCC(=O)ON1C(CCC1=O)=O)=O 2,5-dioxopyrrolidin-1-yl 1-(2,5-dioxo-2,5-dihydro-1H-pyrrol-1-yl)-3-oxo-7,10,13,16,19,22,25,28-octaoxa-4-azahentriacontan-31-oate